FC(C=1C=C(C=CC1F)C=1C=C2C(=NC1)C=NN2CC=2OC(=NN2)C(C)C)F 2-[[6-[3-(Difluoromethyl)-4-fluoro-phenyl]pyrazolo[4,3-b]pyridin-1-yl]methyl]-5-isopropyl-1,3,4-oxadiazole